FC1=C2C=NNC2=C(C=C1)C1=NOC(=N1)[C@H]1CN(CCC1)CC=1C=NC(=CC1)F (R)-3-(4-fluoro-1H-indazol-7-yl)-5-(1-((6-fluoropyridin-3-yl)methyl)piperidin-3-yl)-1,2,4-oxadiazole